FC(C(=O)O)(F)F.CC1=NC=CC2=C1N=C(S2)N methyl[1,3]thiazolo[4,5-c]pyridin-2-amine trifluoroacetate